C(C)(C)OC(CN=C(C1=CC=CC=C1)C1=CC=CC=C1)=O N-(diphenylmethylene)glycine isopropyl ester